C(C)N(CCNC1=CC=CC=2C(=O)C3=C(C=CC=C3C(=O)C12)NCCN(CC)CC)CC 1,5-bis{[2-(diethylamino)ethyl]amino}anthra-9,10-quinone